FC=1C=C(C=C2C3(C(NC12)=O)CC3)C3=CCCCN3C(=O)OC(C)(C)C tert-butyl 6-(7'-fluoro-2'-oxospiro[cyclopropane-1,3'-indolin]-5'-yl)-3,4-dihydropyridine-1(2H)-carboxylate